3,5-dimethoxy-4-Methylallyloxyphenethylamine COC=1C=C(CCN)C=C(C1OCC=CC)OC